C(C)OC(=O)C1=NN(C=C1C)C=1C(=NC=C(C1)Cl)C(=O)O 3-(3-(ethoxycarbonyl)-4-methyl-1H-pyrazol-1-yl)-5-chloropyridine-2-carboxylic acid